7-cyano-1-(7-methoxy-1,3-dimethyl-2-oxo-1,2-dihydroquinolin-5-yl)-4-methyl-1,2,3,4-tetrahydroquinoxaline-6-carboxylic acid C(#N)C1=C(C=C2N(CCN(C2=C1)C1=C2C=C(C(N(C2=CC(=C1)OC)C)=O)C)C)C(=O)O